tris(2-chlorobenzyl)amine ClC1=C(CN(CC2=C(C=CC=C2)Cl)CC2=C(C=CC=C2)Cl)C=CC=C1